C(CC#C)OC(NC1=NC(=CC=C1)CO\N=C(\C1=CC=CC=C1)/C1=NN=NN1C)=O N-[6-[[(Z)-[(1-methyltetrazol-5-yl)-phenyl-methylene]amino]oxymethyl]-2-pyridinyl]carbamic acid but-3-ynyl ester